NC=1SC(=C(N1)C)S(=O)(=O)N1CCN(CC1)C[C@H](C)NC=1C2=C(N=CN1)C(=CS2)C=2C=NC=CC2 N-[(2S)-1-[4-[(2-amino-4-methyl-1,3-thiazol-5-yl)sulfonyl]piperazin-1-yl]propan-2-yl]-7-pyridin-3-ylthieno[3,2-d]pyrimidin-4-amine